2,2-dichloro-N-(1,3-dioxan-2-ylmethyl)-N-(2-propenyl)acetamide Titanium-silicon [Si].[Ti].ClC(C(=O)N(CC=C)CC1OCCCO1)Cl